magnesium(II) silicate [Si]([O-])([O-])([O-])[O-].[Mg+2].[Mg+2]